FC(CNC(OC(C)(C)C)=O)(CO)F tert-butyl N-(2,2-difluoro-3-hydroxy-propyl)carbamate